(R)-3-((6-fluoroisoquinolin-1-yl)amino)piperidine-1-carboxylate FC=1C=C2C=CN=C(C2=CC1)N[C@H]1CN(CCC1)C(=O)[O-]